ClC=1C(=C(C=N[S@](=O)C(C)(C)C)C=CC1F)F (R)-N-(3-chloro-2,4-difluorobenzylidene)-2-methylpropane-2-sulfinamide